4-amino-7-fluoro-N,1-dimethyl-N-((4S)-7-(trifluoromethyl)-3,4-dihydro-2H-pyrano[2,3-b]pyridin-4-yl)-1H-pyrazolo[4,3-c]quinoline-8-carboxamide NC1=NC=2C=C(C(=CC2C2=C1C=NN2C)C(=O)N([C@H]2CCOC1=NC(=CC=C12)C(F)(F)F)C)F